C(CCCCC)(=O)OCCCCC Pentyl Hexanoate